ClC1=C(C=C(OCC(=O)NC23C(CC(CC2)(CC3)N3C=C(C=C3)C3=CC(=C(C=C3)Cl)F)O)C=C1)F 2-(4-chloro-3-fluorophenoxy)-N-{4-[3-(4-chloro-3-fluorophenyl)-1H-pyrrol-1-yl]-2-hydroxybicyclo[2.2.2]oct-1-yl}acetamide